(R)-N-(3,5-Dimethoxyphenyl)-2-ethynyl-N-(1-phenylpiperidin-3-yl)thiazole-4-carboxamide COC=1C=C(C=C(C1)OC)N(C(=O)C=1N=C(SC1)C#C)[C@H]1CN(CCC1)C1=CC=CC=C1